Lysine lactate C(C(O)C)(=O)O.N[C@@H](CCCCN)C(=O)O